O1NCC1 Oxazetidin